(2S,5R,6S)-5,6-bis(4-chlorophenyl)-2-(4-fluorobenzyl)-4-phenylmorpholin-3-one ClC1=CC=C(C=C1)[C@@H]1[C@@H](O[C@H](C(N1C1=CC=CC=C1)=O)CC1=CC=C(C=C1)F)C1=CC=C(C=C1)Cl